CC=1C=C(C(=O)NC=2C=C3/C(/C(N(C3=CC2)CC2=CC(=C(C=C2)Cl)Cl)=O)=C/C=2NC(=CC2C)C)C=CC1 (Z)-3-methyl-N-(1-(3,4-dichlorobenzyl)-3-((3,5-dimethyl-1H-pyrrol-2-yl)methylene)-2-indolone-5-yl)benzamide